4-[(3S)-3-[2-chloro-4-(3-methoxyazetidin-1-yl)phenyl]-1,4-oxazepan-4-yl]-6-methyl-pyrimidin-2-amine ClC1=C(C=CC(=C1)N1CC(C1)OC)[C@H]1COCCCN1C1=NC(=NC(=C1)C)N